METHYLANTHRANILATE (methyl 2-aminobenzoate) CC=1C(=C(C(=O)O)C=CC1)N.COC(C=1C(N)=CC=CC1)=O